2-bromo-4-methoxy-5-(trifluoromethyl)aniline BrC1=C(N)C=C(C(=C1)OC)C(F)(F)F